N,N'-dithiobis(hexahydro-2H-azepinone) N1(C(CCCCC1)=O)SSN1C(CCCCC1)=O